BrC1=C(SC=C1)C(=O)N1CCN(CC1)C1=C(C=CC=C1)N(S(=O)(=O)C=1C=C(C=C(C1)C)C1=C(SC=C1)C(=O)O)C1=C(C=CC=C1)[N+](=O)[O-] 5-(N-(2-(4-(3-bromothiophene-2-carbonyl)piperazin-1-yl)phenyl)-N-(2-nitrophenyl)sulfamoyl)-3-tolylthiophene-2-carboxylic acid